CC1=NC2=C(N1)C=C(C=C2)C2=CC=C(CN(C(=O)C1CCCCC1)C=1C=C(C=CC1)/C=C/C(=O)OC)C=C2 methyl (E)-3-(3-(N-(4-(2-methyl-1H-benzo[d]imidazol-6-yl)benzyl)cyclohexanecarboxamido)phenyl)acrylate